N-(4-(4-(6-(4,4-difluoropiperidin-1-yl)-5-(2-hydroxypropan-2-yl)pyridin-2-yl)-1H-1,2,3-Triazol-1-yl)-3-(6-azaspiro[2.5]octane-6-yl)phenyl)-2-hydroxyethanesulfonamide FC1(CCN(CC1)C1=C(C=CC(=N1)C=1N=NN(C1)C1=C(C=C(C=C1)NS(=O)(=O)CCO)N1CCC2(CC2)CC1)C(C)(C)O)F